1-{[(2R,4R)-4-fluoro-5-oxopyrrolidin-2-yl]methoxy}-7-methoxyisoquinoline-6-carboxamide F[C@@H]1C[C@@H](NC1=O)COC1=NC=CC2=CC(=C(C=C12)OC)C(=O)N